NC1=C2C(=NC=N1)N(N=C2C2=CC(=CC=C2)F)CC=2OC1=CC=CC=C1C(C2C2=CC=CC=C2)=O 2-((4-amino-3-(3-fluorophenyl)-1H-pyrazolo[3,4-d]pyrimidin-1-yl)methyl)-3-phenyl-4H-chromen-4-one